C(CCC\C=C/CC)OC(CCCCCCCN(CCCCCCCC(=O)OCCCCCCC(C(F)(F)F)(F)F)CCO)OCCCC\C=C/CC 7,7,8,8,8-pentafluorooctyl 8-((8,8-bis(((Z)-oct-5-en-1-yl)oxy)octyl)(2-hydroxyethyl)amino)octanoate